2-methyl-1,3-butadiene CC(=C)C=C